6-(3-amino-6-(3-((dimethylamino)methyl)-4-methoxyphenyl)-5-fluoropyrazin-2-yl)-4-fluoroisoquinolin-1(2H)-one NC=1C(=NC(=C(N1)F)C1=CC(=C(C=C1)OC)CN(C)C)C=1C=C2C(=CNC(C2=CC1)=O)F